2-((6-cyclopropyl-8-(2-hydroxypropan-2-yl)imidazo[1,2-a]pyridin-2-yl)methyl)isoindoline-1,3-dione C1(CC1)C=1C=C(C=2N(C1)C=C(N2)CN2C(C1=CC=CC=C1C2=O)=O)C(C)(C)O